(3-chloro-4-(4-methoxyphenyl)-2-azetidinon-1-yl)adamantanecarboxamide ClC1C(N(C1C1=CC=C(C=C1)OC)C1C2(CC3CC(CC1C3)C2)C(=O)N)=O